FC=1C=C2C(C=C(OC2=C(C1)C(C)NC1=C(C(=O)O)C=CC=C1)N1CC2=CC=C(C=C2C1)F)=O 2-[1-[6-Fluoro-2-(5-fluoroisoindolin-2-yl)-4-oxo-chromen-8-yl]ethylamino]benzoic acid